N,N-dioctyl-N'-triethoxysilylpropylurea CCCCCCCCN(CCCCCCCC)C(=O)NCCC[Si](OCC)(OCC)OCC